C(C1CO1)OCC(COCC(COC(C=C)=O)O)O Acrylic acid 3-(glycidoxy-2-hydroxypropoxy)-2-hydroxypropyl ester